N-cyclopropyl-2H-tetrazole C1(CC1)N1NNN=C1